(5S,6S)-5-Hydroxy-6-((R)-5H-imidazo[5,1-a]isoindol-5-yl)-5,6,7,8-tetrahydrochinolin-2-carboxamid O[C@@H]1C=2C=CC(=NC2CC[C@H]1[C@H]1N2C(C3=CC=CC=C13)=CN=C2)C(=O)N